N1N=C(C2=CC=CC=C12)C=1CN(CCC1)C(=O)OC(C)(C)C tert-Butyl 3-(1H-indazol-3-yl)-5,6-dihydro-2H-pyridine-1-carboxylate